C(=O)(OC(C)(C)C)N[C@@H](CC(C)C)C(=O)OC[C@@H]1[C@H]([C@@H]([C@H](C(O)O1)NC(CCC)=O)O)O 6-O-(N-Boc-L-leucyl)-N-butyryl-glucosamine